4,6-diamino-2-[5-fluoro-1-(3-fluorothiophen-2-yl)methyl-1H-pyrazolo[3,4-b]pyridin-3-yl]-5-pyrimidinylcarbamic acid methyl ester COC(NC=1C(=NC(=NC1N)C1=NN(C2=NC=C(C=C21)F)CC=2SC=CC2F)N)=O